(trans)-Methyl 6-(4-((tert-butyldimethylsilyl)oxy)cyclohexyl)-4-(2-chloro-3-fluorophenyl)-2-(thiazol-2-yl)-1,4-dihydropyrimidine-5-carboxylate [Si](C)(C)(C(C)(C)C)O[C@@H]1CC[C@H](CC1)C1=C(C(N=C(N1)C=1SC=CN1)C1=C(C(=CC=C1)F)Cl)C(=O)OC